4-oxocycloheptan-3-one O=C1C(CCCCC1)=O